NC(=O)NO hydroxycarbamide